C(#N)C1=CC=C2C=C(N(C2=C1)CCC1=CC=CC=C1)C(=O)NC1CCN(CC1)CCNC(OC(C)(C)C)=O tert-Butyl (2-(4-(6-cyano-1-phenethyl-1H-indole-2-carboxamido)piperidin-1-yl)ethyl)carbamate